N-(4-chlorophenyl)-N-methyl-5-(p-tolyl)-1,3,4-oxadiazole-2-carboxamide ClC1=CC=C(C=C1)N(C(=O)C=1OC(=NN1)C1=CC=C(C=C1)C)C